4-(4-(4-methylthiazol-5-yl)Benzyl)pyrrolidine-2-carboxamide CC=1N=CSC1C1=CC=C(CC2CC(NC2)C(=O)N)C=C1